3-[(1S,2R)-2-(3,4-difluorophenyl)cyclopropyl]-1-methyl-1-[(3R)-1-(pyridazin-3-yl)piperidin-3-yl]urea FC=1C=C(C=CC1F)[C@@H]1[C@H](C1)NC(N([C@H]1CN(CCC1)C=1N=NC=CC1)C)=O